C(C)(C)(C)OC(=O)N1CC(CCC1)NC1=NC=CC2=CC=CC(=C12)C.CC=1C=C2C(=NC(=NC2=CC1)C(C(C(C(C(C(C(C(F)(F)F)(F)F)(F)F)(F)F)(F)F)(F)F)(F)F)(F)F)SC1=CC=CC=C1 6-methyl-2-(perfluorooctyl)-4-(phenylthio)quinazoline tert-butyl-3-[(8-methyl-1-isoquinolyl)amino]piperidine-1-carboxylate